phosphoryl-N6-benzoyl-2'-O-methyladenosine P(=O)#CO[C@H]1[C@@H](O[C@@H]([C@H]1O)CO)N1C=NC=2C(NC(C3=CC=CC=C3)=O)=NC=NC12